tert-butyl 2,8-bis-(2-(trifluoromethyl)-1H-indol-5-yl)-10H-phenoxazine-10-carboxylate FC(C=1NC2=CC=C(C=C2C1)C1=CC=2N(C3=CC(=CC=C3OC2C=C1)C=1C=C2C=C(NC2=CC1)C(F)(F)F)C(=O)OC(C)(C)C)(F)F